[W+5].CN(C=1C2=C(N=CN1)N(C=C2C=2SC1=C(C2)C=C(C=C1OC)C)C1CN(CC1)C(C=C)=O)C 1-(3-(4-(dimethylamino)-5-(7-methoxy-5-methylbenzothien-2-yl)-7H-pyrrolo[2,3-d]pyrimidin-7-yl)pyrrolidin-1-yl)prop-2-en-1-one tungsten (V)